OCCN(CC(=O)O)CCO Bis(2-hydroxyethyl)-glycine